C(CC1=CC=CC=C1)N\C(=N/C1=CC=C(C=C1)C)\C=1SC=CC1 (Z)-N-phenethyl-N'-(p-tolyl)thiophene-2-carboximidamide